4-[4-(1,3-benzoxazol-2-yl)-4-fluoropiperidin-1-yl]-1-methyl-2-oxo-1,2-dihydroquinoline-3-carbonitrile O1C(=NC2=C1C=CC=C2)C2(CCN(CC2)C2=C(C(N(C1=CC=CC=C21)C)=O)C#N)F